CCC(C(=O)[O-])(C)C1=NC=CC(=C1)Br methyl-(4-bromopyridin-2-yl)-2-methylpropionate